7-[(3R)-3-methyl-1,2,3,4-tetrahydroisoquinoline-2-carbonyl]-1,2,3,4-tetrahydroisoquinoline-2-carboxylic acid 4-nitrophenyl ester [N+](=O)([O-])C1=CC=C(C=C1)OC(=O)N1CC2=CC(=CC=C2CC1)C(=O)N1CC2=CC=CC=C2C[C@H]1C